(2-bromo-3-fluorophenyl)-1,3-dioxolane BrC1=C(C=CC=C1F)C1OCCO1